(R)-3-(4-hydroxy-4-methylcyclohexyl)-5-nitro-3,4-dihydro-2H-benzene OC1(CCC(CC1)[C@@H]1CCC=C(C1)[N+](=O)[O-])C